2-(carbamimidamido-imino)acetic acid N(C(=N)N)N=CC(=O)O